ClC1=CC=C(C=C1)[C@@]1(N(C(C2=CC(=CC(=C12)F)C(CC)(C=1N=CN(C1)C)O)=O)CC1=CC=C(C=N1)C#N)OCCO 6-{[(1R)-1-(4-chlorophenyl)-7-fluoro-5-[1-hydroxy-1-(1-methyl-1H-imidazol-4-yl)propyl]-1-(2-hydroxyethoxy)-3-oxo-2,3-dihydro-1H-isoindol-2-yl]methyl}pyridine-3-carbonitrile